[4-[(E)-cinnamyl]piperazin-1-yl]-(3,4,5-trimethoxyphenyl)methanone C(\C=C\C1=CC=CC=C1)N1CCN(CC1)C(=O)C1=CC(=C(C(=C1)OC)OC)OC